tert-butyl 4-(3-((1-(4-chlorophenyl)-2-(5-fluoro-6-(trifluoromethyl) indol-1-yl)-2-oxoethyl) amino)-5-methoxyphenoxy)-butyrate ClC1=CC=C(C=C1)C(C(=O)N1C=CC2=CC(=C(C=C12)C(F)(F)F)F)NC=1C=C(OCCCC(=O)OC(C)(C)C)C=C(C1)OC